cholestanyl-diaminobenzene C(C(C)CCC[C@@H](C)[C@H]1CC[C@H]2[C@@H]3CCC4CCCC[C@]4(C)[C@H]3CC[C@]12C)C=1C(=C(C=CC1)N)N